3-(4-fluorophenyl)-1-methyl-4-oxo-1,4-dihydropyridine-2,5-dicarboxamide FC1=CC=C(C=C1)C1=C(N(C=C(C1=O)C(=O)N)C)C(=O)N